C1(=C(C=CC=C1)NCC(=O)C1=CC=C(C=C1)C1=NOC(=N1)C(F)(F)F)C 2-(o-tolylamino)-1-(4-(5-(trifluoromethyl)-1,2,4-oxadiazol-3-yl)phenyl)ethan-1-one